4-[(4-bromophenyl)(5-hydroxy-3-methyl-1H-pyrazol-4-yl)methyl]-3-methyl-1H-pyrazol-5-ol BrC1=CC=C(C=C1)C(C=1C(=NNC1O)C)C=1C(=NNC1O)C